C(C)(=O)C=1C=C(C=CC1)NC(=O)NC=1C=C2C(N(C(N(C2=CC1)CCN1CCCCC1)=O)C1=CC(=CC=C1)OC)=O 1-(3-Acetylphenyl)-3-(3-(3-methoxyphenyl)-2,4-dioxo-1-(2-(piperidin-1-yl)ethyl)-1,2,3,4-tetrahydroquinazolin-6-yl)urea